ClC=1C=C2C(=NC(=NC2=C(C1N1CCCC2=CC=CC=C12)F)N1CC(C1)N(C)C)N1C[C@H](N(C[C@@H]1C)C(C=C)=O)C 1-((2R,5S)-4-(6-chloro-7-(3,4-dihydroquinolin-1(2H)-yl)-2-(3-(dimethylamino)azetidin-1-yl)-8-fluoroquinazolin-4-yl)-2,5-dimethylpiperazin-1-yl)prop-2-en-1-one